CC1=CC(=NC2=CC=C(N=C12)C=1C=NN(C1)C)N 4-methyl-6-(1-methylpyrazol-4-yl)-1,5-naphthyridin-2-amine